C(C)(C)OB1OC(C(O1)(C)C)(C)C 2-isopropoxy-4,4,5,5-tetramethyl-1,3,2-di-oxaborolane